CN(C1CCC(CC1)O)C1=NC=CC(=N1)C=C 4-(methyl(4-vinylpyrimidin-2-yl)amino)cyclohexan-1-ol